[SiH2]([SiH2][SiH3])O triSilanol